6-((3-fluorobenzyl)thio)-5-(o-tolyl)-1H-pyrazolo[3,4-d]pyrimidin-4(5H)-one FC=1C=C(CSC=2N(C(C3=C(N2)NN=C3)=O)C3=C(C=CC=C3)C)C=CC1